6-(2,6-Dimethylphenyl)-2,2-dioxo-spiro[2λ6-thia-3,5,9,13,20-pentazatricyclo[13.3.1.14,8]icosa-1(19),4(20),5,7,15,17-hexaene-11,1'-cyclohexane]-14-one CC1=C(C(=CC=C1)C)C1=NC=2NS(C=3C=CC=C(C(NCC4(CCCCC4)CNC(=C1)N2)=O)C3)(=O)=O